2-(6-(2,5-dichloropyrimidin-4-yl)-4-fluoro-1-isopropyl-1H-benzo[d]imidazol-2-yl)propan-2-ol ClC1=NC=C(C(=N1)C=1C=C(C2=C(N(C(=N2)C(C)(C)O)C(C)C)C1)F)Cl